NC=1C2=C(N=CN1)N(C(=C2C2=CC=C(C(=O)N(CC1=NC(=NO1)C)C)C=C2)C2=C(C=C(C=C2)NC(C(=C)C)=O)F)C 4-(4-amino-6-(2-fluoro-4-methacrylamido-phenyl)-7-methyl-7H-pyrrolo[2,3-d]pyrimidin-5-yl)-N-methyl-N-((3-methyl-1,2,4-oxadiazol-5-yl)methyl)benzamide